BrC=1C=C2C(CC3(CCN(CC3)C(=O)OC(C)(C)C)OC2=CC1)=O Tert-Butyl 6-bromo-4-oxo-3,4-dihydro-1'H-spiro[chromene-2,4'-piperidine]-1'-carboxylate